ClC1=C(C(=O)O)C=CC(=C1C(OC)C1OCCC1)S(=O)(=O)C 2-chloro-4-methylsulfonyl-3-(tetrahydrofuran-2-yl-methoxy-methyl)benzoic acid